FC1=C(C=CC(=C1)F)C=1CC[C@@H](N1)C (S)-5-(2,4-difluorophenyl)-2-methyl-3,4-dihydro-2H-pyrrole